FCCCN1CC(CC1)O 1-(3-fluoropropyl)pyrrolidin-3-ol